N(=[N+]=[N-])C=1C=C2N=C3C=C(C=CC3=CC2=CC1)NC(CCOCCOCCOCCOCCNC(OC(C)(C)C)=O)=O tert-butyl (15-((6-azidoacridin-3-yl)amino)-15-oxo-3,6,9,12-tetraoxapentadecyl)carbamate